8-cyclopropyl-N-isopropyl-5-(4-(trifluoromethyl)phenyl)-2-naphthamide C1(CC1)C=1C=CC(=C2C=CC(=CC12)C(=O)NC(C)C)C1=CC=C(C=C1)C(F)(F)F